(S)-3-(4-(3-(difluoromethoxy)-8-(4-(trifluoromethoxy)phenyl)-6,7-dihydro-5H-benzo[7]annulen-9-yl)phenoxy)-1-(3-fluoropropyl)pyrrolidine FC(OC1=CC2=C(C(=C(CCC2)C2=CC=C(C=C2)OC(F)(F)F)C2=CC=C(O[C@@H]3CN(CC3)CCCF)C=C2)C=C1)F